C(C)(C)(C)OC(=O)N[C@@H](C(F)(F)F)C1=CC=C(C=C1)B(O)O |r| racemic-(4-(1-((tert-butoxycarbonyl)amino)-2,2,2-trifluoroethyl)phenyl)boronic acid